C(CCCCCCC)NOCC(O)O octyl-dihydroxyethyl-oxyamine